(5-(chlorodifluoromethoxy)-6-methyl-1-(tetrahydro-2H-pyran-2-yl)-1H-indazol-4-yl)boronic acid ClC(OC=1C(=C2C=NN(C2=CC1C)C1OCCCC1)B(O)O)(F)F